C(#N)C1=CC=C(C=C1)C1(CCC1)NC([C@@H](C(C)C)OCC1=CC=C(C=C1)C(F)(F)F)=O (R)-N-(1-(4-cyanophenyl)cyclobutyl)-3-methyl-2-((4-(trifluoromethyl)benzyl)oxy)butanamide